OC1=C(CNC(CO)(CO)C)C=CC=C1 2-((2-hydroxybenzyl)amino)-2-methylpropane-1,3-diol